(E)-N-(4-(8-(2-(2-amino-2-oxoethyl)-4-chloro-1,6-dimethyl-1H-benzo[d]imidazol-5-yl)indolizine-3-carbonyl)-2,6-difluorophenyl)-4-(tert-butylamino)but-2-enamide NC(CC1=NC2=C(N1C)C=C(C(=C2Cl)C2=CC=CN1C(=CC=C21)C(=O)C2=CC(=C(C(=C2)F)NC(\C=C\CNC(C)(C)C)=O)F)C)=O